C(CCC)C1=CC=C(C=C1)NC1N(C(=NC(=N1)N)N1CCOCC1)C1=CC=CC=C1 N-(4-Butylphenyl)-6-morpholin-4-yl-N1-phenyl-[1,3,5]triazine-2,4-diamine